1-(4-(3-(4-amino-2-butyl-1-(3-hydroxy-2-(hydroxymethyl)-2-methylpropyl)-1H-imidazo[4,5-c]quinolin-7-yl)propyl)piperazin-1-yl)-5-hydroxypentan-1-one NC1=NC=2C=C(C=CC2C2=C1N=C(N2CC(CO)(C)CO)CCCC)CCCN2CCN(CC2)C(CCCCO)=O